C[C@@]1(C(NCC1)=O)C=1OC(=NN1)C=1C(=NC=CC1)NC1=CC=C(C=C1)S(F)(F)(F)(F)F (3S)-3-methyl-3-[5-[2-[4-(pentafluoro-lambda6-sulfanyl)anilino]-3-pyridyl]-1,3,4-oxadiazol-2-yl]pyrrolidin-2-one